7-((3-(2,6-dioxopiperidin-3-yl)-1-methyl-1H-indazol-7-yl)amino)-N,N-diisopropylheptanamide O=C1NC(CCC1C1=NN(C2=C(C=CC=C12)NCCCCCCC(=O)N(C(C)C)C(C)C)C)=O